C12CN(CC2C1)C1=NC2=C(C=C(C=C2C(N1C)=O)F)[C@@H](C)NC=1C(=NC(=CC1)Cl)C(=O)O 3-(((1R)-1-(2-(3-azabicyclo[3.1.0]hexan-3-yl)-6-fluoro-3-methyl-4-oxo-3,4-dihydroquinazolin-8-yl)ethyl)amino)-6-chloropicolinic acid